31-oxo-2,5,8,11,14,17,20,23,26,29-decaoxadotriacontane O=C(COCCOCCOCCOCCOCCOCCOCCOCCOCCOC)C